CC1=C(NC2=CC=C(C=C12)C#N)C1=NC=CC=N1 3-methyl-2-(pyrimidin-2-yl)-1H-indol-5-carbonitrile